FC=1CC2(CCNCC2)CCC1C=1N=C(C2=C(N1)N(C=C2C2=CC=C(C=C2)OC([2H])([2H])[2H])C)N (8-fluoro-3-azaspiro[5.5]undec-8-en-9-yl)-5-(4-(methoxy-d3)phenyl)-7-methyl-7H-pyrrolo[2,3-d]pyrimidin-4-amine